CC1=NOC(=C1C=1C=C2C(=NC1)N(C=C2C=2C=C(C(=O)O)C=CC2)CC2=CC(=CC=C2)C(F)(F)F)C 3-(5-(3,5-dimethylisoxazol-4-yl)-1-(3-(trifluoromethyl)benzyl)-1H-pyrrolo[2,3-b]pyridin-3-yl)benzoic acid